(2S)-4-(((S)-3-fluoro-2-methoxypropyl)(4-(5,6,7,8-tetrahydro-1,8-naphthyridin-2-yl)butyl)amino)-2-(2-(3-methoxypyridin-2-yl)propanamido)butanoic acid FC[C@H](CN(CC[C@@H](C(=O)O)NC(C(C)C1=NC=CC=C1OC)=O)CCCCC1=NC=2NCCCC2C=C1)OC